2-bromo-3,6-dimethoxypyridine BrC1=NC(=CC=C1OC)OC